7-Bromo-2-(2-(2-methoxyvinyl)phenyl)benzofuran BrC1=CC=CC=2C=C(OC21)C2=C(C=CC=C2)C=COC